2-((2S)-1-(2-fluoroacryloyl)-4-(2-(((2R)-2-fluorotetrahydro-1H-pyrrolizin-7a(5H)-yl)methoxy)-7-(1,1a,6,6a-tetrahydrocyclopropa[a]inden-2-yl)quinazolin-4-yl)piperazin-2-yl)acetonitrile FC(C(=O)N1[C@H](CN(CC1)C1=NC(=NC2=CC(=CC=C12)C1=CC=CC=2CC3C(C12)C3)OCC31CCCN1C[C@@H](C3)F)CC#N)=C